FS([O-])(F)(F)(F)F pentafluoro-λ6-sulfanolate